tert-butyl (5-iodo-4-methoxypyridin-2-yl)carbamate IC=1C(=CC(=NC1)NC(OC(C)(C)C)=O)OC